C1(CC1)N(C=1N=CC(=NC1)C1=C(C=C(C=C1)C1=CC(N(C=C1)C)=O)O)[C@H]1[C@H]([C@@H]2CC[C@H](C1)N2)F 4-(4-(5-(cyclopropyl((1S,2S,3R,5R)-2-fluoro-8-azabicyclo[3.2.1]octan-3-yl)amino)pyrazin-2-yl)-3-hydroxyphenyl)-1-methylpyridin-2(1H)-one